C1(CC1)C1=CC=C(C=C1)N1C(N(C2(C1=O)CCN(CC2)C[C@H]2C[C@H](OCC2)C)CC)=O 3-(4-cyclopropylphenyl)-1-ethyl-8-(((2r,4r)-2-methyltetrahydro-2H-pyran-4-yl)methyl)-1,3,8-triazaspiro[4.5]decane-2,4-dione